4,5-dicyano-1,2,3-triazole ammonium salt [NH4+].C(#N)C=1N=NNC1C#N